methyl 5-amino-7-bromo-6-fluoro-1,3-dihydro-2-benzofuran-4-carboxylate NC1=C(C2=C(COC2)C(=C1F)Br)C(=O)OC